2-(1,3-dioxo-1H-benzo[de]isoquinolin-2(3H)-yl)acetic acid O=C1N(C(C2=C3C(C=CC=C13)=CC=C2)=O)CC(=O)O